6-oxa-3-azabicyclo[3.2.1]octane C12CNCC(OC1)C2